FC=1C=C(C=NC1)C=1C(N(C=CC1)C)=O 5-fluoro-1'-methyl-2'-oxo[1',2'-dihydro[3,3'-bipyridine]]